bis(cyclopentadienyl)bis[2,6-difluoro-3-(phenylthiocarbonylamino)phenyl]titanium C1(C=CC=C1)[Ti](C1=C(C(=CC=C1F)NC(=S)C1=CC=CC=C1)F)(C1=C(C(=CC=C1F)NC(=S)C1=CC=CC=C1)F)C1C=CC=C1